4-(3-((1r,3r,5s,7r)-3,5-dimethyladamantan-1-yl)ureido)-3-fluoro-N-(5-(hydroxyamino)-5-oxopentyl)benzamide C[C@]12CC3(CC(C[C@@](C1)(C3)C)C2)NC(NC2=C(C=C(C(=O)NCCCCC(=O)NO)C=C2)F)=O